(3'R)-6-chloro-5-fluoro-1'-(5-(1-(4-fluorophenyl)propyl)-4H-1,2,4-triazole-3-carbonyl)spiro[benzo[d][1,3]oxazin-4,3'-piperidin]-2(1H)-one ClC1=C(C2=C(NC(O[C@@]23CN(CCC3)C(=O)C3=NN=C(N3)C(CC)C3=CC=C(C=C3)F)=O)C=C1)F